5-(3-(9H-purin-6-yl)pyridin-2-ylamino)-N-(3,5-difluorophenyl)-2-fluorobenzamide N1=CN=C2NC=NC2=C1C=1C(=NC=CC1)NC=1C=CC(=C(C(=O)NC2=CC(=CC(=C2)F)F)C1)F